N-[(1R)-1-phenylethyl]-2-(1H-pyrazol-4-yl)pyrido[3,4-d]pyrimidin-4-amine C1(=CC=CC=C1)[C@@H](C)NC=1C2=C(N=C(N1)C=1C=NNC1)C=NC=C2